FC=1C=C(C=CC1)C1=CC(=CC=C1)C[C@@H]1N(CC[C@@H]1NC(C(=O)N(C)C)=O)C(=O)C1(CCC1)F N~2~-[(2S,3S)-2-[(3'-fluoro[1,1'-biphenyl]-3-yl)methyl]-1-(1-fluorocyclobutane-1-carbonyl)pyrrolidin-3-yl]-N~1~,N~1~-dimethylethanediamide